FC=1C(=C(C=C(C1)C(C)C)C(C(=O)O)N1C[C@@H](CC1)N(CCCCCC1=NC=2NCCCC2C=C1)C)C(F)(F)F 2-(3-fluoro-5-isopropyl-2-(trifluoromethyl)phenyl)-2-((R)-3-(methyl(5-(5,6,7,8-tetrahydro-1,8-naphthyridin-2-yl)pentyl)amino)pyrrolidin-1-yl)acetic acid